C(C1=CC=CC=C1)N1CC2=CC=C(C=C2CC1)OC1=C(C=C(C=C1Cl)[N+](=O)[O-])Cl 2-benzyl-6-(2,6-dichloro-4-nitrophenoxy)-3,4-dihydroisoquinolin